CN1N=CC2=CC(=CC=C12)CN1N=C2N([C@H](CCC2)C(=O)N2CCCC2)C1=O |r| (5RS)-2-[(1-Methyl-1H-indazol-5-yl)methyl]-5-(pyrrolidin-1-ylcarbonyl)-5,6,7,8-tetrahydro[1,2,4]triazolo[4,3-a]pyridin-3(2H)-one